C(C)(C)(C)C1=CC=C(/C=C/C=2C=C3C(=CC=NC3=CC2)C(=O)O)C=C1 (E)-6-(4-(tert-butyl)styryl)quinoline-4-carboxylic acid